6-amino-3-(3-((1-aminocyclopentyl)methoxy)-4-cyano-5-(methylthio)phenyl)imidazo[1,2-a]pyridine-5-carbonitrile NC=1C=CC=2N(C1C#N)C(=CN2)C2=CC(=C(C(=C2)SC)C#N)OCC2(CCCC2)N